Diethyl (4-(7-ethyl-8-(2-methylphenethyl)-2,6-dioxo-1-(prop-2-yn-1-yl)-1,2,6,7-tetrahydro-3H-purin-3-yl)butyl)phosphonate C(C)N1C(=NC=2N(C(N(C(C12)=O)CC#C)=O)CCCCP(OCC)(OCC)=O)CCC1=C(C=CC=C1)C